3-carboxy-N,N-dimethyl-N-[3-(trimethoxysilyl)propyl]-1-propanaminium C(=O)(O)CCC[N+](CCC[Si](OC)(OC)OC)(C)C